3-(1H-indazol-5-yl)propanoic acid N1N=CC2=CC(=CC=C12)CCC(=O)O